C[C@@H]1N(CCN(C1)C1=NC=NC(=C1)C1=NNC2=CC=C(C=C12)OC1(CC1)C)CC1CCN(CC1)CCCNC1=C2CN(C(C2=CC=C1)=O)C1C(NC(CC1)=O)=O 3-[4-[3-[4-[[(2S)-2-methyl-4-[6-[5-(1-methylcyclopropoxy)-1H-indazol-3-yl]pyrimidin-4-yl]piperazin-1-yl]methyl]-1-piperidyl]propylamino]-1-oxo-isoindolin-2-yl]piperidine-2,6-dione